CN1C[C@H](CCC1)N (S)-1-methyl-3-aminopiperidine